FC(OC1=CC=C(C=C1)C#CC(C)=NO)(F)F 4-[4-(tri-fluoromethoxy)phenyl]but-3-yn-2-one oxime